[Pd](Cl)Cl.C(C)(C)(C)P([C-]1C=CC=C1)C(C)(C)C.[C-]1(C=CC=C1)P(C(C)(C)C)C(C)(C)C.[Fe+2] 1,1'-bis(di-tert-butylphosphino)ferrocene palladium (II) dichloride